ClC1=NC2=CC=C(C=C2C(=N1)C(COC1OCCCC1)(C1=CC=CC=C1)OC1CC1)C=1C(=CC(N(C1)C)=O)OC 5-(2-chloro-4-(1-cyclopropoxy-1-phenyl-2-((tetrahydro-2H-pyran-2-yl)oxy)ethyl)quinazolin-6-yl)-4-methoxy-1-methylpyridin-2(1H)-one